pyrrolo[1,2-a]pyridine C=1C=CN2C1C=CC=C2